ClC1=CC=C(C=C1)C=1OC2=C(N1)C(=CC(=C2)C2=CC=C(C=C2)C2=NC(=NC(=N2)C2=CC=CC=C2)C2=CC=CC=C2)C2=CC=CC=C2 2-(4-chlorophenyl)-6-{4-(4,6-diphenyl-[1,3,5]triazin-2-yl)-phenyl}-4-phenyl-benzoxazole